BrC(C(=O)NC=1N=NC(=CC1)OC1CCCC1)C 2-bromo-N-(6-(cyclopentyloxy)pyridazin-3-yl)propanamide